FC(C1=CC=C(C=C1)C1=NC=2N(C3=CC=CC=C13)C=C(C2)C(=O)O)(F)F 5-(4-(trifluoromethyl)phenyl)pyrrolo[1,2-a]quinazoline-2-carboxylic acid